FC(OC=1C=C(C=NC1OC)C1=CC=2N(C=C1)N=C(C2)NC(=O)N[C@H]2[C@@H]([C@@H]([C@H](C2)CO)O)O)F 1-(5-(5-(difluoromethoxy)-6-methoxypyridin-3-yl)pyrazolo[1,5-A]pyridin-2-yl)-3-((1R,2S,3R,4R)-2,3-dihydroxy-4-(hydroxymethyl)cyclopentyl)urea